C(#N)C1(CCC1)NC(=O)C1=C(C=C2CCN3C(C2=C1)=C(C=C3C(=O)N3[C@@](CCC3)(C)[C@@H](C)O)CCC)OC N-(1-cyanocyclobutyl)-3-[(2R)-2-[(1R)-1-hydroxyethyl]-2-methyl-pyrrolidine-1-carbonyl]-8-methoxy-1-propyl-5,6-dihydropyrrolo[2,1-a]isoquinoline-9-carboxamide